4-(tritylamino)butanamide C(C1=CC=CC=C1)(C1=CC=CC=C1)(C1=CC=CC=C1)NCCCC(=O)N